O=C1[C@@H](N(CO1)C(=O)OCC1C2=CC=CC=C2C=2C=CC=CC12)CC=1C=NC=CC1 (9H-fluoren-9-yl)methyl (S)-5-oxo-4-(pyridin-3-ylmethyl)oxazolidine-3-carboxylate